(3aR,6aS)-tetrahydrothieno[3,4-d][1,3,2]dioxathiolane-2,2-dioxide O1S(O[C@@H]2[C@H]1CSC2)(=O)=O